N-stearyl-lauric acid amide C(CCCCCCCCCCCCCCCCC)NC(CCCCCCCCCCC)=O